Borazine N1BNBNB1